CC1([C@H]2CN([C@@H]([C@@H]12)C(=O)O)C([C@H](CC1=NC=CC=C1)NC(CC1COCC1)=O)=O)C (1R,2S,5S)-6,6-dimethyl-3-[(2S)-3-(2-pyridyl)-2-[(2-tetrahydrofuran-3-ylacetyl)amino]propanoyl]-3-azabicyclo[3.1.0]hexane-2-carboxylic acid